(1S,2S)-N-(3-(2-cyclopropoxyphenyl)-1-((2-(trimethylsilyl)ethoxy)methyl)-1H-pyrazolo[3,4-b]pyridin-6-yl)-2-fluorocyclopropane-1-carboxamide C1(CC1)OC1=C(C=CC=C1)C1=NN(C2=NC(=CC=C21)NC(=O)[C@H]2[C@H](C2)F)COCC[Si](C)(C)C